NC=1SC=CC1C(=O)O.NC=1SC=CC1C(=O)NCC=1SC2=C(N1)CCCC2 2-Amino-N-((4,5,6,7-tetrahydrobenzo[d]thiazole-2-yl)methyl)thiophene-3-carboxamide 2-aminothiophene-3-carboxylate